monododecyl alcohol C(CCCCCCCCCCC)O